3-(4-fluoro-4'-chloro-2',5,6'-trimethyl-[1,1'-biphenyl]-3-yl)propanoic acid ethyl ester C(C)OC(CCC=1C=C(C=C(C1F)C)C1=C(C=C(C=C1C)Cl)C)=O